4-carboxymethylaniline C(=O)(O)CC1=CC=C(N)C=C1